8-((diphenylmethylene)amino)-6-fluoroisoquinoline-5-carbaldehyde C1(=CC=CC=C1)C(C1=CC=CC=C1)=NC1=CC(=C(C=2C=CN=CC12)C=O)F